(S)-N-(4-(1-Acetyl-2-methyl-1,2,3,4-tetrahydroquinolin-6-yl)benzyl)-6-(6-meth-oxypyridin-3-yl)-8-morpholinoimidazo[1,2-a]pyrazine-2-carboxamide C(C)(=O)N1[C@H](CCC2=CC(=CC=C12)C1=CC=C(CNC(=O)C=2N=C3N(C=C(N=C3N3CCOCC3)C=3C=NC(=CC3)OC)C2)C=C1)C